FC1=CC=C(C=C1)C=1C(C2=CC(=CC=C2C1C=1N=CSC1C)OCCOC1=CC=C(C=C1)OC)=O (4-fluorophenyl)-6-(2-(4-methoxyphenoxy)ethoxy)-3-(5-methylthiazol-4-yl)-1H-inden-1-one